FCCOC1=NN(C=C1)COCC[Si](C)(C)C 3-(2-fluoroethoxy)-1-((2-(trimethylsilyl)ethoxy)methyl)-1H-pyrazol